dimethyl-di(stearoyl)ammonium methyl-4-chloro-2-fluoro-5-[[2-[(2-methylpropan-2-yl)oxycarbonylamino]-1,3-thiazole-5-carbonyl]amino]benzoate COC(C1=C(C=C(C(=C1)NC(=O)C1=CN=C(S1)NC(=O)OC(C)(C)C)Cl)F)=O.C[N+](C(CCCCCCCCCCCCCCCCC)=O)(C(CCCCCCCCCCCCCCCCC)=O)C